P(=O)(O)(O)OC[C@@H]1[C@H]([C@H]([C@@H](O1)N1C=NC=2C(N)=NC=NC12)O)O Adenosine 5'-monophosphate